p-[(E)-4-Hydroxy-1-naphthylazo]benzenesulfonic acid OC1=CC=C(C2=CC=CC=C12)\N=N\C1=CC=C(C=C1)S(=O)(=O)O